C(C1=CC=CC=C1)OC(=O)N(CCCN(C)C)C(C(=O)O)CCCCCCCCCC (((benzyloxy)carbonyl)(3-(dimethylamino)propyl)amino)dodecanoic acid